methyl 1-methyl-4-[1-methyl-4-(3-methyl-1-{[(2R)-oxetan-2-yl] methyl}-1H-pyrazol-5-yl)-1H-imidazol-2-yl]-1H-pyrazolo[4,3-c]pyridine-6-carboxylate CN1N=CC=2C(=NC(=CC21)C(=O)OC)C=2N(C=C(N2)C2=CC(=NN2C[C@@H]2OCC2)C)C